The molecule is a member of the class of chromenes that is 7,7-dimethyl-5-oxo-5,6,7,8-tetrahydrochromene carrying additional amino, cyano and 3-cyclohexen-1-yl substituents at positions 2, 3 and 4 respectively. It is an enone, an enamine, an aliphatic nitrile, a cyclic ketone and a member of chromenes. CC1(CC2=C(C(C(=C(O2)N)C#N)C3CCC=CC3)C(=O)C1)C